C(C)(C)(C)[C@]12[C@@H](C(C[C@H](CC1)N2)=O)F |r| (±)-tert-butyl-(1S,2S,5S)-2-fluoro-8-aza-bicyclo[3.2.1]Octan-3-one